2,4-dimethyloctamethylenediamine CC(CN)CC(CCCCN)C